1-(methylsulfonyl)indolin-6-amine CS(=O)(=O)N1CCC2=CC=C(C=C12)N